COC1=CC=C(C=C1)NC1=NC(=CC=C1)C1=CN=C2N1C=CC(=C2)C=2C=NN(C2)C N-(4-methoxyphenyl)-6-(7-(1-methyl-1H-pyrazol-4-yl)imidazo[1,2-a]pyridin-3-yl)pyridin-2-amine